COC=1C(=CC=2N=CN=C(C2N1)OC1=CC=C(C=C1)NC(=O)C1(CC1)C(=O)NC1=CC=C(C=C1)F)OC 1-N-[4-(6,7-dimethoxypyrido[3,2-d]pyrimidin-4-yl)oxyphenyl]-1-N'-(4-fluorophenyl)cyclopropane-1,1-dicarboxamide